FC1=CC=C(C=C1)C1=CC(=C(C=C1)NC(OC(C)(C)C)=O)NC(C1=CC=C(C=C1)S(=O)(=N)C(F)(F)F)=O tert-butyl N-[4-(4-fluorophenyl)-2-[[4-(trifluoromethylsulfonimidoyl)benzoyl]amino]phenyl]carbamate